C(=O)O.ClC1=C(CN2CC(C2)(O)C)C(=CC(=C1)C1CN(C1)C1=C(C=CC=C1Cl)Cl)C 1-(2-chloro-4-(1-(2,6-dichlorophenyl)azetidin-3-yl)-6-methylbenzyl)-3-methylazetidin-3-ol formate salt